methyl 2-(((2S)-2-((tert-butoxycarbonyl)amino)-1-cyano-3-(1H-indol-3-yl)propyl)amino)-5-(6-(pyrrolidin-1-yl)pyridin-3-yl)benzoate C(C)(C)(C)OC(=O)N[C@H](C(C#N)NC1=C(C(=O)OC)C=C(C=C1)C=1C=NC(=CC1)N1CCCC1)CC1=CNC2=CC=CC=C12